2-(2-(2-(piperidin-1-yl)ethyl)benzofuran-5-yl)ethan-1-one N1(CCCCC1)CCC=1OC2=C(C1)C=C(C=C2)CC=O